2-Methoxy-4-(6-(4-valeramidothiophen-2-yl)pyrazin-2-yl)benzoic acid COC1=C(C(=O)O)C=CC(=C1)C1=NC(=CN=C1)C=1SC=C(C1)NC(CCCC)=O